ClC1=C(C=CC=C1)[C@]1(C([C@](CCC1)(C)O)=O)NC (2R,6R)-2-(2-chlorophenyl)-6-hydroxy-6-methyl-2-methylaminocyclohexane-1-one